1H,2H,3H-pyrrolo[3,2-b]pyridine dihydrochloride Cl.Cl.N1CCC2=NC=CC=C21